(E)-ethyl 3-(1-(3,5-bis(trifluoromethyl)benzyl)-1H-indol-3-yl)-2-cyanoacrylate FC(C=1C=C(CN2C=C(C3=CC=CC=C23)/C=C(/C(=O)OCC)\C#N)C=C(C1)C(F)(F)F)(F)F